C(C)(C)(C)OC(=O)N1[C@H](C[C@@H](CC1)O)C(=O)[O-].C1(=CC=CC=C1)C[NH3+] phenylmethanaminium (2R,4R)-1-(tert-butoxycarbonyl)-4-hydroxypiperidine-2-carboxylate